4-[1-(4-bromobutyl)-1H-indol-3-yl]-butyric acid BrCCCCN1C=C(C2=CC=CC=C12)CCCC(=O)O